C(=O)(O)C1=CC=C(OC2=C(C=CC=C2)C2(C3=CC=CC=C3OC=3C=CC=CC23)C2=C(C=CC=C2)OC2=CC=C(C=C2)C(=O)O)C=C1 9,9-di(4-carboxyphenoxyphenyl)xanthene